2-(5-chloro-2,3-dihydroxy-benzylidene-amino)-3-(4-hydroxy-phenyl)propanoic acid ClC=1C=C(C(=C(C=NC(C(=O)O)CC2=CC=C(C=C2)O)C1)O)O